C[C@@H]1CCNC(COC=2C=NC=C(C3=NNC=4C=CC(O1)=CC34)C2)=O (13R)-13-methyl-7,14-dioxa-4,10,19,20-tetraazatetracyclo[13.5.2.12,6.018,21]tricosa-1(20),2,4,6(23),15(22),16,18(21)-heptaen-9-one